trifluoromethylmaleimide FC(F)(F)C=1C(=O)NC(C1)=O